N-[7-benzyloxy-5-fluoro-6-(1,1,4-trioxo-1,2,5-thiadiazolidin-2-yl)-2-naphthyl]-2-[1-[3-[(3S)-2,6-dioxo-3-piperidyl]-1-methyl-indazol-6-yl]-4-piperidyl]acetamide C(C1=CC=CC=C1)OC1=C(C(=C2C=CC(=CC2=C1)NC(CC1CCN(CC1)C1=CC=C2C(=NN(C2=C1)C)[C@H]1C(NC(CC1)=O)=O)=O)F)N1S(NC(C1)=O)(=O)=O